OC=1C=CC=C2C(N(C(NC12)=O)CC1NNN(C1)CC1=CC=C(C=C1)O)=O 8-hydroxy-3-({1-[(4-hydroxyphenyl)methyl]-1,2,3-triazacyclopent-4-yl}methyl)-1,2,3,4-tetrahydroquinazoline-2,4-dione